N#[Zr] Zirconium nitride